copper magnesium nickel iron manganese sodium [Na].[Mn].[Fe].[Ni].[Mg].[Cu]